methyl 2-(2-azido-3,3,3-trifluoropropyl)-5-[(3R)-3-methylmorpholin-4-yl]pyrazole-3-carboxylate N(=[N+]=[N-])C(CN1N=C(C=C1C(=O)OC)N1[C@@H](COCC1)C)C(F)(F)F